FC1=C(C(=O)NCC2CCC(CC2)N2N=C3C=C(C=CC3=C2)N2C=NC(=C2)C)C=C(C(=C1F)O)F 2,3,5-trifluoro-4-hydroxy-N-({(1r,4r)-4-[6-(4-methyl-1H-imidazol-1-yl)-2H-indazol-2-yl]cyclohexyl}methyl)benzamide